2-[1-(2,6-Dioxo-3-piperidyl)-3-methyl-2-oxo-benzimidazol-4-yl]acetaldehyde O=C1NC(CCC1N1C(N(C2=C1C=CC=C2CC=O)C)=O)=O